NC1=CC=C(C=C1)N1CC2(CN(C2)C2CCN(CC2)C2=C3C(N(C(C3=CC=C2)=O)C2C(NC(CC2)=O)=O)=O)C1 4-[4-[6-(4-aminophenyl)-2,6-diazaspiro[3.3]heptan-2-yl]-1-piperidyl]-2-(2,6-dioxo-3-piperidyl)isoindoline-1,3-dione